C(C)OC=1C=C(C(=NC1)N1C(N(C=2C=NC=3C=C(C(=CC3C21)C=2C=NN(C2)C)OC)C)=O)F 1-(5-Ethoxy-3-fluoropyridin-2-yl)-7-methoxy-3-methyl-8-(1-methyl-1H-pyrazol-4-yl)-1,3-dihydroimidazo[4,5-c]quinolin-2-one